tert-butyl 3-cyano-3-((3,4-difluorobenzyl)amino)azetidine-1-carboxylate C(#N)C1(CN(C1)C(=O)OC(C)(C)C)NCC1=CC(=C(C=C1)F)F